3-fluoro-N-((2-(4-fluoro-6-(4,7-diazaspiro[2.5]octan-7-yl)pyridin-2-yl)-1,6-naphthyridin-7-yl)methyl)-5-((2-hydroxyethyl)sulfonyl)benzamide FC=1C=C(C(=O)NCC2=NC=C3C=CC(=NC3=C2)C2=NC(=CC(=C2)F)N2CCNC3(CC3)C2)C=C(C1)S(=O)(=O)CCO